5-(4-(2-(4-((3-(2-hydroxyethyl)-5-(trifluoromethoxy)benzyl)amino)butoxy)ethoxy)-1H-indazol-6-yl)pyridazin-3-ol OCCC=1C=C(CNCCCCOCCOC2=C3C=NNC3=CC(=C2)C=2C=C(N=NC2)O)C=C(C1)OC(F)(F)F